N,N-bis-(3-aminopropyl)-ethylamine NCCCN(CCCN)CC